COC=1C=C(C=CC1OC)C=1NC2=CC=C(C=C2C1C(C)C)C1CCN(CC1)CC=1C=NN(C1)C 2-(3,4-dimethoxyphenyl)-3-isopropyl-5-(1-((1-methyl-1H-pyrazol-4-yl)methyl)piperidin-4-yl)-1H-indole